CN(C)C[Si](C)(C)C N,N-Dimethylaminomethyltrimethylsilane